CN(CCC(=O)O)CCC 3-[METHYL(PROPYL)AMINO]PROPANOIC ACID